C(C)(C)(C)C1=CC=2CC3C(N4N(C3CO)C(CC4(C)C)=O)C2C=C1 7-(tert-Butyl)-10-(hydroxymethyl)-3,3-dimethyl-2,3,4a,9,9a,10-hexahydro-1H-indeno[1,2-c]pyrazolo[1,2-a]pyrazol-1-one